FC1=C2C=CNC2=CC(=C1OC=1C=CC(=C(C1)C=1NC(=C(N1)C(=O)OC)CC=1C(=C(C=CC1)CCC(=O)O)F)F)F 3-[3-[[2-[5-[(4,6-difluoro-1H-indol-5-yl)oxy]-2-fluoro-phenyl]-4-methoxycarbonyl-1H-imidazol-5-yl]methyl]-2-fluoro-phenyl]propanoic acid